(2R)-1-[(tert-butoxycarbonyl){(2S)-2-[(2,2,2-trichloroethanimidoyl)-oxy]but-3-en-1-yl}amino]but-3-en-2-yl 2,2,2-trichloroethanimidate ClC(C(O[C@@H](CN(C[C@H](C=C)OC(C(Cl)(Cl)Cl)=N)C(=O)OC(C)(C)C)C=C)=N)(Cl)Cl